3-(5-bromo-6-methylpyridin-3-yl)-5-(trifluoromethyl)-1,2,4-oxadiazole BrC=1C=C(C=NC1C)C1=NOC(=N1)C(F)(F)F